bromo-diheptyl-indole BrC1=C2C(=C(NC2=CC=C1)CCCCCCC)CCCCCCC